(4aR,6aR,9S,11aS)-1-{[(9H-fluoren-9-yl)methoxy]carbonyl}-11-oxo-2,3,4,4a,6a,7,8,9,11,11a-decahydro-1H-pyrido[3,2-e]pyrrolo[1,2-a]azepine-9-carboxylic acid C1=CC=CC=2C3=CC=CC=C3C(C12)COC(=O)N1CCC[C@@H]2C=C[C@@H]3N(C([C@H]21)=O)[C@@H](CC3)C(=O)O